4-(2-bromoacetyl)-3-fluoro-N-methylbenzamide BrCC(=O)C1=C(C=C(C(=O)NC)C=C1)F